NC=1C=CC=C2C(=CC=NC12)C(=O)O 8-Amino-4-quinolinecarboxylic acid